(4-amino-3-methoxyphenyl)-4,5-dihydro-3H-isothiazole-1-oxide NC1=C(C=C(C=C1)C1NS(CC1)=O)OC